tert-butyl (S)-(12-chloro-3-methyl-4,8-dioxo-2-oxa-3,7,9-triazadodecan-5-yl)carbamate ClCCCNC(NC[C@@H](C(N(OC)C)=O)NC(OC(C)(C)C)=O)=O